C(C)C1=C(C=CC(=C1)F)NC1=C(C(=O)NC=2C(=NC(=CC2)OC)C)C=CC(=C1)C(F)(F)F 2-((2-ethyl-4-fluorophenyl)-amino)-N-(6-methoxy-2-methylpyridin-3-yl)-4-(trifluoromethyl)-benzamide